C(C)(C)(C)OC(=O)N(CCCCN1C(=C(C2=CC=C(C(=C12)C=1C(=NN(C1C)C)CO)F)CCCOC1=CC=CC2=CC=CC=C12)C(=O)OCC)C(=O)OC(C)(C)C (rac)-ethyl 1-{4-[bis(tert-butoxycarbonyl)amino]butyl}-6-fluoro-7-[3-(hydroxymethyl)-1,5-dimethyl-1H-pyrazol-4-yl]-3-{3-[(naphthalen-1-yl)oxy]propyl}-1H-indole-2-carboxylate